CC=1C=C(C=CC1C)CCNC1=CC(=NC=N1)C1=CC(=CS1)OCC 5-{6-[2-(3,4-Dimethyl-phenyl)-ethylamino]-pyrimidin-4-yl}-3-ethoxy-thiophene